(S)-N-(1-(3-(2-ethoxypyridin-4-yl)-1,2,4-oxadiazol-5-yl)ethyl)cyclopentanecarboxamide C(C)OC1=NC=CC(=C1)C1=NOC(=N1)[C@H](C)NC(=O)C1CCCC1